gamma-triethoxysilylpropylamine C(C)O[Si](CCCN)(OCC)OCC